FC1=C(C=CC(=C1)OC)C=1C=C2CC(C(C2=CC1)NC(O[C@@H]1CN2CCC1CC2)=O)(C)C (S)-quinuclidin-3-yl (5-(2-fluoro-4-methoxyphenyl)-2,2-dimethyl-2,3-dihydro-1H-inden-1-yl)carbamate